NC1=CC(=C(N=N1)C1=C(C=C(C=O)C=C1)OCOCC)C(F)(F)F 4-(6-amino-4-trifluoromethylpyridazin-3-yl)-3-(ethoxymethoxy)benzaldehyde